C(C)(C)(C)OC(=O)N[C@H](C(=O)OCC1=CC=CC=C1)CCC1=CC(=C(C=C1)C(F)(F)F)OC benzyl (S)-2-((tert-butoxycarbonyl)amino)-4-(3-methoxy-4-(trifluoromethyl)phenyl)butanoate